Methyldiethoxysilane C[SiH](OCC)OCC